3-(3,5-dimethoxyphenylethynyl)-4-(3-acrylamidoazetidin-1-yl)-1H-pyrrolo[3,4-d]pyrimidine COC=1C=C(C=C(C1)OC)C#CN1CNC=2C(=C1N1CC(C1)NC(C=C)=O)C=NC2